CC1=CC=CC(=N1)N1N=CC(=C1)CC#N 2-[1-(6-methylpyridin-2-yl)pyrazol-4-yl]acetonitrile